Tert-butyl (6-(4-(3-formylbicyclo[1.1.1]pentan-1-yl)indolin-1-yl)-3-(((1R,2R)-2-methoxycyclobutyl)carbamoyl)imidazo[1,2-b]pyridazin-8-yl)(methyl)carbamate C(=O)C12CC(C1)(C2)C2=C1CCN(C1=CC=C2)C=2C=C(C=1N(N2)C(=CN1)C(N[C@H]1[C@@H](CC1)OC)=O)N(C(OC(C)(C)C)=O)C